(5-methyl-2-pyridinyl)-[5-(trifluoromethyl)-1,1-dimethyl-indan-4-yl]pyridine-3-carboxamide CC=1C=CC(=NC1)C1=C(C(=NC=C1)C1=C2CCC(C2=CC=C1C(F)(F)F)(C)C)C(=O)N